C1=CC=CC2=CC=CC(=C12)C(=O)OC(=O)C=1C=CC=C2C=CC=CC12 8-naphthalenic anhydride